ClC1=CC=C(C=C1)S(=O)(=O)/C=C/C1=NC=CC=C1F (E)-2-(2-(4-chlorobenzenesulfonyl)vinyl)-3-fluoropyridine